CC1=C(C=C(C=C1)[N+](=O)[O-])S(=O)(=O)NCCC=1N=C(SC1)NC(OC(C)(C)C)=O tert-butyl N-[4-[2-[(2-methyl-5-nitro-phenyl)sulfonylamino]ethyl]thiazol-2-yl]carbamate